ClC1=CC(=C(C=C1Cl)C(C1CCN(CC1)C(=O)N(C)C)NS(=O)C(C)(C)C)OCC=C 4-[[4,5-dichloro-2-(prop-2-en-1-yloxy)phenyl][(2-methylpropane-2-sulfinyl)amino]methyl]-N,N-dimethylpiperidine-1-carboxamide